C1(CCCCC1)CN1N=CC(=C1C)C=1C(=NC(=CC1)N(C=1N=NC(=C(C1)C)N(COCC[Si](C)(C)C)C=1SC2=NC=CC=C2N1)C)C(=O)OC(C)(C)C Tert-butyl 3-(1-(cyclohexylmethyl)-5-methyl-1H-pyrazol-4-yl)-6-(methyl (5-methyl-6-(thiazolo[5,4-b]pyridin-2-yl((2-(trimethylsilyl)ethoxy)methyl)amino)pyridazin-3-yl)amino)picolinate